COC1=C(C=C(C=C1)OC)C1=CC=C(C=C1)N 2',5'-dimethoxy-[1,1-biphenyl]-4-amine